(1R,4R)-4-(4-(((R)-1-(3-((tert.Butoxycarbonyl)amino)-5-(trifluoromethyl)phenyl)ethyl)amino)-7-methoxy-2-methylquinazolin-6-yl)cyclohexane-1-carboxylic acid C(C)(C)(C)OC(=O)NC=1C=C(C=C(C1)C(F)(F)F)[C@@H](C)NC1=NC(=NC2=CC(=C(C=C12)C1CCC(CC1)C(=O)O)OC)C